C(C)(C)(C)OC(=O)N(C1=C(C(=NN1C(=O)OC(C)(C)C)C1=C(C=CC=C1)Cl)I)C(=O)OC(C)(C)C tert-butyl 5-[bis(tert-butoxycarbonyl)amino]-3-(2-chlorophenyl)-4-iodo-pyrazole-1-carboxylate